C(C)(C)(C)OC(=O)N[C@@H]([C@@H](C(=O)N[C@@H](C(=O)O)C1=CC(=CC=C1)OC(F)(F)F)O)CC1=CC(=CC=C1)F (R)-2-((2S,3R)-3-((tert-butoxycarbonyl)amino)-4-(3-fluorophenyl)-2-hydroxybutanamido)-2-(3-(trifluoromethoxy)phenyl)acetic acid